ClC=1C(=NC=CC1)C(=O)NC1[C@@H]2CN(C[C@H]12)C1=NC=C(C=C1)C=1C=2N(C=C(C1)OCC(C)(C)O)N=CC2C#N 3-chloro-N-((1R,5S,6r)-3-(5-(3-cyano-6-(2-hydroxy-2-methylpropyloxy)pyrazolo[1,5-a]pyridin-4-yl)pyridin-2-yl)-3-azabicyclo[3.1.0]hexan-6-yl)picolinamide